O[C@@H]1C[C@H](N(C1)C(=O)[C@@H](NC(COCCOCCOCCOCC(=O)O)=O)C(C)(C)C)C(NCC1=CC=C(C=C1)C1=C(N=CS1)C)=O (S)-16-((2S,4R)-4-hydroxy-2-((4-(4-methylthiazol-5-yl)benzyl)carbamoyl)pyrrolidine-1-carbonyl)-17,17-dimethyl-14-oxo-3,6,9,12-tetraoxa-15-azaoctadecanoic acid